ClC1=C(C=CC(=C1)CNC1C(CCCC1)N(C)C)N1N=CC(=C1)C1=NC(=NC=C1C#N)NC1CCN(CC1)S(=O)(=O)C 4-(1-(2-Chloro-4-(((2-(dimethylamino)cyclohexyl)amino)methyl)phenyl)-1H-pyrazol-4-yl)-2-((1-(methylsulfonyl)piperidin-4-yl)amino)pyrimidine-5-carbonitrile